ClC=1C=C(C=CC1C)NC1N(C(=NC(=N1)N)N1CCOCC1)C1=CC(=CC=C1)Cl N-(3-Chloro-4-methylphenyl)-N1-(3-chlorophenyl)-6-morpholin-4-yl-[1,3,5]triazine-2,4-diamine